4-bromo-2-(3,5-dimethyl-4H-1,2,4-triazol-4-yl)-3-fluoropyridine BrC1=C(C(=NC=C1)N1C(=NN=C1C)C)F